COC=1C=CC(=NC1)OCCN1C=NC2=C1CN(CC2)C(=O)OCC2=CC=CC=C2 Benzyl 3-{2-[(5-methoxypyridin-2-yl)oxy]ethyl}-3H,4H,5H,6H,7H-imidazo[4,5-c]pyridine-5-carboxylate